N-(2-(((5-(1-Acetyl-2-methyl-1,2,3,4-tetrahydroquinolin-6-yl)thiophen-2-yl)methyl)amino)-2-oxoethyl)-6-(2-aminopyrimidin-5-yl)-8-morpholinoimidazo[1,2-a]pyrazine-2-carboxamide C(C)(=O)N1C(CCC2=CC(=CC=C12)C1=CC=C(S1)CNC(CNC(=O)C=1N=C2N(C=C(N=C2N2CCOCC2)C=2C=NC(=NC2)N)C1)=O)C